C1C2(C)C(C)(C)C(CNS1(=O)=O)CC2 camphorsultam